C1(CC1)C1=NN(C=2C=NN(C(C21)=O)CC(=O)N[C@@H](C)C2=CC=C(C=C2)C(F)(F)F)C(C)C (S)-2-(3-cyclopropyl-1-isopropyl-4-oxo-1,4-dihydro-5H-pyrazolo[3,4-d]pyridazin-5-yl)-N-(1-(4-(trifluoromethyl)phenyl)ethyl)acetamide